BrC=1C=C2C(C(=C(N(C2=CC1)CC)C1=CC(=C(C=C1)Cl)Cl)C(=O)OC)=O methyl 6-bromo-2-(3,4-dichlorophenyl)-1-ethyl-4-oxo-quinoline-3-carboxylate